(±)-Tert-butyl (4S)-4-[4-(1-ethoxycarbonyl-2-methyl-propyl)phenyl]-2,2-dimethyl-oxazolidine-3-carboxylate C(C)OC(=O)[C@H](C(C)C)C1=CC=C(C=C1)[C@@H]1N(C(OC1)(C)C)C(=O)OC(C)(C)C |&1:5|